[Yb].COC1=CC=C(CC(COC=2C=CC=C(C2)N(C)C)OC(=O)NCC2=CC=C(C=C2)N(C)C)C=C1 5-[(4-methoxybenzyl)(4-dimethylaminobenzyl)aminocarbonyloxyethoxy]dimethylaminobenzene ytterbium